1-(2-(benzyloxy)phenyl)-N-(3-bromo-5-(methylsulfonyl)phenyl)-1H-pyrazole-4-carboxamide C(C1=CC=CC=C1)OC1=C(C=CC=C1)N1N=CC(=C1)C(=O)NC1=CC(=CC(=C1)S(=O)(=O)C)Br